C1CC12NCC[C@H](C2)N2N=CC1=C(C2=O)C=CC(=N1)C1=NN2C(C(=NC(=C2)C)C)=C1 6-[(7R)-4-azaspiro[2.5]octan-7-yl]-2-(4,6-dimethylpyrazolo[1,5-a]pyrazin-2-yl)pyrido[2,3-d]pyridazin-5-one